methyl 2-[5-(5-amino-2,4-difluoro-phenyl)-2-methyl-thiazol-4-yl]acetate NC=1C(=CC(=C(C1)C1=C(N=C(S1)C)CC(=O)OC)F)F